C(C)(C)OC1=C(C=CC=C1)[C@H]1CN(CCN1)CC1=C2C(=C(N=C1)N1CCOCC1)OC(=C2)C 4-(4-{[(3S)-3-(2-isopropoxyphenyl)piperazin-1-yl]methyl}-2-methylfuro[2,3-c]pyridin-7-yl)morpholine